6-(1-(3-(1H-1,2,3-triazol-1-yl)propanoyl)-1,2,5,6-tetrahydropyridin-3-yl)-7-fluoro-4-(4-methoxypyridin-3-yl)-1H-indole-2-carboxylic acid N1(N=NC=C1)CCC(=O)N1CC(=CCC1)C1=CC(=C2C=C(NC2=C1F)C(=O)O)C=1C=NC=CC1OC